(3-(((2R,3S,4R,5R)-5-(6-chloro-4-(cyclopentylamino)-1H-pyrazolo[3,4-d]pyrimidin-1-yl)-3,4-dihydroxytetrahydrofuran-2-yl)methoxy)-tetrahydrofuran-3-yl)phosphonic acid ClC1=NC(=C2C(=N1)N(N=C2)[C@H]2[C@@H]([C@@H]([C@H](O2)COC2(COCC2)P(O)(O)=O)O)O)NC2CCCC2